O=C1NC(CCC1N1C(C2=CC=CC(=C2C1=O)NCCOCCOCCOC1=CC=C(C=C1)\C(=C(\CC)/C1=CC=CC=C1)\C1=CC=C(C=C1)O)=O)=O (Z)-2-(2,6-dioxopiperidin-3-yl)-4-((2-(2-(2-(4-(1-(4-hydroxyphenyl)-2-phenylbut-1-en-1-yl)phenoxy)ethoxy)ethoxy)ethyl)amino)isoindoline-1,3-dione